O1COC2=C1C=CC(=C2)COC2=C(C=C(C=C2)NC2=C(C=1N=C(C=NC1C=C2)N2CCOCC2)C#N)OC 6-((4-(benzo[d][1,3]dioxol-5-ylmethoxy)-3-methoxyphenyl)amino)-3-morpholinoquinoxaline-5-carbonitrile